C(C)(=O)N[C@@H]1CC[C@H](CC1)N1N=CC(=C1C(=O)NC1=NC=C(C=C1C)C#CC1=CC=CC=C1)Cl 1-(trans-4-acetamidocyclohexyl)-4-chloro-N-(3-methyl-5-(phenylethynyl)pyridin-2-yl)-1H-pyrazole-5-carboxamide